(2S,2'S)-3,3'-(((((S)-5-amino-5-carboxypentyl)azanediyl)bis(methylene))bis(5-fluoro-3,1-phenylene))bis(2-((R)-pyrrolidin-3-yl)propanoic acid) N[C@@H](CCCCN(CC=1C=C(C=C(C1)F)C[C@H](C(=O)O)[C@@H]1CNCC1)CC=1C=C(C=C(C1)F)C[C@H](C(=O)O)[C@@H]1CNCC1)C(=O)O